3-[5,7-difluoro-2-(4-fluorophenyl)-1H-indol-3-yl]butanoic acid FC=1C=C2C(=C(NC2=C(C1)F)C1=CC=C(C=C1)F)C(CC(=O)O)C